CC1=NC=C(C(=C1)C1=C2CCN(C(C2=CC(=C1)CCN1[C@@H]([C@@H](C1)O)C)=O)[C@@H](C)C1=NC=C(C#N)C(=C1)OCC)C 6-((S)-1-(5-(2,5-dimethylpyridin-4-yl)-7-(2-((2R,3R)-3-hydroxy-2-methylazetidin-1-yl)ethyl)-1-oxo-3,4-dihydroisoquinolin-2(1H)-yl)ethyl)-4-ethoxynicotinonitrile